C[C@@]12C(CC[C@H]1[C@@H]1CCC=3CC(CCC3C1=CC2)=O)=O estra-5(10),9(11)-diene-3,17-dione